CC=1C=C(C=CC1)C(CC(C(F)(F)F)(O)C1=CC(=CC(=C1)Cl)Cl)=O 1-(3-methylphenyl)-3-(3,5-dichlorophenyl)-4,4,4-trifluoro-3-hydroxybutan-1-one